triethylene glycol-bis[3-(3-tert-butyl 4-hydroxy-5-methylphenyl)propionate] C(C)(C)(C)C=1C=C(C=C(C1O)C)CCC(=O)OCCOCCOCCOC(CCC1=CC(=C(C(=C1)C)O)C(C)(C)C)=O